The molecule is a glycosyloxyflavone that is apigenin substituted by a beta-D-glucopyranosyl moiety at position 7 via a glycosidic linkage. It has a role as a non-steroidal anti-inflammatory drug, a metabolite and an antibacterial agent. It is a beta-D-glucoside, a dihydroxyflavone, a glycosyloxyflavone and a monosaccharide derivative. It derives from an apigenin. It is a conjugate acid of an apigenin 7-O-beta-D-glucoside(1-). It is an enantiomer of an apigenin 7-O-beta-L-glucoside. C1=CC(=CC=C1C2=CC(=O)C3=C(C=C(C=C3O2)O[C@H]4[C@@H]([C@H]([C@@H]([C@H](O4)CO)O)O)O)O)O